(Z)-4-(4-cyanophenyl)-2-hydroxy-4-oxo-but-2-enoic acid ethyl ester C(C)OC(/C(=C/C(=O)C1=CC=C(C=C1)C#N)/O)=O